3-(3-methyl-1-(tetrahydro-2H-pyran-2-yl)-1H-indazol-5-yl)-2-(6-methylpyridin-2-yl)imidazo[1,2-a]pyrimidine CC1=NN(C2=CC=C(C=C12)C1=C(N=C2N1C=CC=N2)C2=NC(=CC=C2)C)C2OCCCC2